4-{[6-(2-chlorophenyl)-5-oxo-5,6-dihydroimidazo[1,2-a]pyrimido[5,4-e]pyrimidin-2-yl]amino}-N-ethyl-benzamide ClC1=C(C=CC=C1)N1C=2N(C3=C(C1=O)C=NC(=N3)NC3=CC=C(C(=O)NCC)C=C3)C=CN2